COCCNC1=CC=C(C=C1)C=1C(=NC(=CN1)CCC(F)(F)F)N1CCC(CC1)C(=O)O 1-(3-(4-((2-methoxyethyl)amino)phenyl)-6-(3,3,3-trifluoropropyl)pyrazin-2-yl)piperidine-4-carboxylic acid